C1(CC1)C=1N=CN(C1)C=1C(=CC(=C(C(=O)NC2=NC(=CC=C2)C2=NN=CN2C(C)C)C1)F)C 5-(4-cyclopropyl-1H-imidazol-1-yl)-2-fluoro-N-[6-(4-isopropyl-4H-1,2,4-triazol-3-yl)-2-pyridyl]-4-methylbenzamide